BrC=1C=C(C=C2C(C=C(OC12)N1C[C@@H](O[C@@H](C1)C)C)=O)C 8-bromo-2-[(2S,6R)-2,6-dimethylmorpholin-4-yl]-6-methyl-chromen-4-one